Cl.C[C@H]1N([C@H](CNC1)C)C1=NC=C(C=N1)C(F)(F)F 2-((2R,6S)-2,6-dimethylpiperazin-1-yl)-5-(trifluoromethyl)pyrimidine hydrochloride